5-((ethyl(isopropyl)amino)methyl)-4-(5-fluoro-2-methoxypyridin-4-yl)-2-methylbenzoic acid C(C)N(C(C)C)CC=1C(=CC(=C(C(=O)O)C1)C)C1=CC(=NC=C1F)OC